lithium 5-(isoxazol-4-yl)-2-((8-phenyl-1,2,3,5,6,7-hexahydro-s-indacen-4-yl)amino)-4,5-dihydrooxazole-5-carboxylate O1N=CC(=C1)C1(CN=C(O1)NC1=C2CCCC2=C(C=2CCCC12)C1=CC=CC=C1)C(=O)[O-].[Li+]